3-(4-Methylpiperazin-1-yl)propyl 6-chloro-1-(6-methoxy-3,4-dihydro-2H-benzo[b][1,4]thiazin-7-yl)-1H-pyrazolo[4,3-c]pyridine-3-carboxylate ClC1=CC2=C(C=N1)C(=NN2C=2C(=CC1=C(SCCN1)C2)OC)C(=O)OCCCN2CCN(CC2)C